dioxin, chloride salt [Cl-].O1C=COC=C1